4-formyl-3,5-dimethoxyphenylboronic acid C(=O)C1=C(C=C(C=C1OC)B(O)O)OC